ClC1=C(C=CC=C1)C/C=C/CCO (E)-5-(2-chlorophenyl)pent-3-en-1-ol